FC1=C(C=CC(=C1F)OC)NC(=O)C1=NN2C(N=CC=C2C2=CC(=C(C=C2)OC)OC)=C1 N-(2,3-difluoro-4-methoxyphenyl)-7-(3,4-dimethoxyphenyl)pyrazolo[1,5-a]pyrimidine-2-carboxamide